2-(benzyloxy)-9-(4-chloropyridin-2-yl)-6-methyl-7,10-dihydro-7,10-methanopyrido[3,2-c]azocin-5(6H)-one C(C1=CC=CC=C1)OC=1C=CC=2C(N(C3C=C(C(C2N1)C3)C3=NC=CC(=C3)Cl)C)=O